3-(1-(2-(1-hydroxyethyl)pyridin-4-yl)vinyl)-1,5-dihydro-4H-pyrazole OC(C)C1=NC=CC(=C1)C(=C)C1=NNCC1